1-(2-((3-(2-((1,5-dimethyl-1H-pyrazol-3-yl)amino)-5-methylpyrimidin-4-yl)-1H-indol-7-yl)amino)-2-oxoethyl)pyrrolidine-2-carboxamide CN1N=C(C=C1C)NC1=NC=C(C(=N1)C1=CNC2=C(C=CC=C12)NC(CN1C(CCC1)C(=O)N)=O)C